4-((tert-butyldiphenylsilyl)oxy)-2,2-dimethylbutyl ethanesulfonate C(C)S(=O)(=O)OCC(CCO[Si](C1=CC=CC=C1)(C1=CC=CC=C1)C(C)(C)C)(C)C